C=1(C(=CC=CC1)CNC(=O)N)CNC(=O)N xylylenediurea